4-(6-(6-amino-4-(trifluoromethyl)pyridin-3-yl)-2-morpholinopyrimidin-4-yl)piperazine NC1=CC(=C(C=N1)C1=CC(=NC(=N1)N1CCOCC1)N1CCNCC1)C(F)(F)F